1-(5-((4-bromo-6-fluoro-1-tosyl-1H-indol-5-yl)oxy)-2-fluorophenyl)ethan-1-one BrC1=C2C=CN(C2=CC(=C1OC=1C=CC(=C(C1)C(C)=O)F)F)S(=O)(=O)C1=CC=C(C)C=C1